CN(C1=CC(=NC=N1)N[C@H](C(=O)O)CCN(CCCCC1=NC=2NCCCC2C=C1)CCOC=1C=NC(=CC1)C)C (S)-2-((6-(dimethylamino)pyrimidin-4-yl)amino)-4-((2-((6-methylpyridin-3-yl)oxy)ethyl)(4-(5,6,7,8-tetrahydro-1,8-naphthyridin-2-yl)butyl)amino)butanoic acid